4-[6-amino-2-(3-hydroxyphenyl)-9H-purin-9-yl]-N-(4-methyl-1,3-thiazol-2-yl)cyclohexanecarboxamide NC1=C2N=CN(C2=NC(=N1)C1=CC(=CC=C1)O)C1CCC(CC1)C(=O)NC=1SC=C(N1)C